tert-butyl-4-(5-(3-hydroxyoxetan-3-yl)-2-(4-(4-(trifluoromethyl)phenyl)piperidine-1-carbonyl) phenyl)piperazine-1-carboxylate C(C)(C)(C)OC(=O)N1CCN(CC1)C1=C(C=CC(=C1)C1(COC1)O)C(=O)N1CCC(CC1)C1=CC=C(C=C1)C(F)(F)F